N-(3-(6-(piperidin-3-yl)pyridin-2-yl)pyrazolo[1,5-a]pyridin-5-yl)-2-(pyridin-4-ylamino)acetamide N1CC(CCC1)C1=CC=CC(=N1)C=1C=NN2C1C=C(C=C2)NC(CNC2=CC=NC=C2)=O